(3Z)-10,10-dihexyloxy-3-decen-1-ol C(CCCCC)OC(CCCCC\C=C/CCO)OCCCCCC